((2R,6S)-6-amino-2,5,6,7-tetrahydro-1H-azepin-2-yl)methanol N[C@H]1CC=C[C@@H](NC1)CO